C(CCCN)N butylenediamine